[Br-].[Li+].[In+3].[Br-].[Br-].[Br-] indium lithium bromide